1-{3-[7-fluoro-4-methyl-6-(4,4,5,5-tetramethyl-1,3,2-dioxaborolan-2-yl)-2,3-dihydroquinoxalin-1-yl]-1-(oxan-4-yl)-4H,6H,7H-pyrazolo[4,3-c]pyridin-5-yl}ethanone FC1=C(C=C2N(CCN(C2=C1)C1=NN(C2=C1CN(CC2)C(C)=O)C2CCOCC2)C)B2OC(C(O2)(C)C)(C)C